2,5-dimethyl-7-(4,4,5,5-tetramethyl-1,3,2-dioxaborolan-2-yl)-3,4-dihydro-1H-isoquinoline CN1CC2=CC(=CC(=C2CC1)C)B1OC(C(O1)(C)C)(C)C